ClC1=CC(=C(C=N1)C1=NC=C(C=C1OC)OC1CCN(CC1)CC(F)(F)F)NC1CCC(CC1)(O)C (1s,4s)-4-((6'-chloro-3-methoxy-5-((1-(2,2,2-trifluoroethyl)piperidin-4-yl)oxy)-[2,3'-bipyridin]-4'-yl)amino)-1-methylcyclohexan-1-ol